C(CCCCC(C)C)N(CCCCCC(C)C)CC=1N=NNC1 (di-isooctylaminomethyl)triazole